6-(2-methoxyphenyl)pyrazolo[1,5-a]pyridine COC1=C(C=CC=C1)C=1C=CC=2N(C1)N=CC2